O1CCN(CC1)C1=NC(=NC=C1)NCC1CCN(CC1)C1=CC=CC=C1 4-morpholino-N-((1-phenylpiperidin-4-yl)methyl)pyrimidin-2-amine